[6-[(3-cyclopropyl-5-methyl-isoxazol-4-yl)methyl]-2,6-diazaspiro[3.3]heptan-2-yl]-[6-(3-cyclopropyl-1,2,4-triazol-1-yl)-2-azaspiro[3.3]heptan-2-yl]methanone C1(CC1)C1=NOC(=C1CN1CC2(CN(C2)C(=O)N2CC3(C2)CC(C3)N3N=C(N=C3)C3CC3)C1)C